(R)-4-(3-(difluoromethyl)isoxazol-5-yl)-N-(8-methylisoquinolin-1-yl)-N-(piperidin-3-yl)piperidine-1-carboxamide trifluoroacetic acid salt FC(C(=O)O)(F)F.FC(C1=NOC(=C1)C1CCN(CC1)C(=O)N([C@H]1CNCCC1)C1=NC=CC2=CC=CC(=C12)C)F